6-Phenoxypyridine-3-carbaldehyde O(C1=CC=CC=C1)C1=CC=C(C=N1)C=O